Tert-butyl 3,3-difluoro-4-(6-fluoro-3-methyl-2-oxo-2,3-dihydro-1H-benzo[d]imidazol-5-yl)-piperidine-1-carboxylate FC1(CN(CCC1C1=CC2=C(NC(N2C)=O)C=C1F)C(=O)OC(C)(C)C)F